2-ethyl-3-hydroxy-4H-pyran C(C)C=1OC=CCC1O